N-(4-methylphenylethyl)propionamide CC1=CC=C(C=C1)CCNC(CC)=O